NC1=NC=NC2=C(C=C(C=C12)C)C=1C(=C(C=CC1C)O)C (R)-3-(4-Amino-6-methylquinazolin-8-yl)-2,4-dimethylphenol